5-[(4R,11aS)-4-methyl-9-[(8aR)-3-oxo-1,5,6,7,8,8a-hexahydroimidazo[1,5-a]pyrazin-2-yl]-1,3,4,6,11,11a-hexahydropyrazino[1,2-b]isoquinolin-2-yl]quinoline-8-carbonitrile C[C@@H]1CN(C[C@H]2N1CC=1C=CC(=CC1C2)N2C(N1[C@H](CNCC1)C2)=O)C2=C1C=CC=NC1=C(C=C2)C#N